(S)-42-(3-(tert-butoxy)-3-oxopropyl)-49-(2,5-dioxo-2,5-dihydro-1H-pyrrol-1-yl)-29,32,35,38,41,44-hexaoxo-4,7,10,13,16,19,22,25-octaoxa-28,31,34,37,40,43-hexaazanonatetracontanoic acid C(C)(C)(C)OC(CC[C@@H](C(NCC(NCC(NCC(NCC(NCCOCCOCCOCCOCCOCCOCCOCCOCCC(=O)O)=O)=O)=O)=O)=O)NC(CCCCCN1C(C=CC1=O)=O)=O)=O